N-{6-[(5-cyclopropyl-1H-pyrazol-3-yl)amino]-5-methoxy-1,2-benzoxazol-3-yl}-4-[4,4-difluoro-1-(2H3)methylpiperidin-3-yl]-2,6-dimethoxybenzene-1-sulfonamide C1(CC1)C1=CC(=NN1)NC1=CC2=C(C(=NO2)NS(=O)(=O)C2=C(C=C(C=C2OC)C2CN(CCC2(F)F)C([2H])([2H])[2H])OC)C=C1OC